C(C)NC=1C2=C(N=C(C1)NC1=NN(C=C1)C)NC=C2C(F)(F)F N4-ethyl-N6-(1-methyl-1H-pyrazol-3-yl)-3-(trifluoromethyl)-1H-pyrrolo[2,3-b]pyridine-4,6-diamine